Tert-butyltris(dimethylamino)tin C(C)(C)(C)[Sn](N(C)C)(N(C)C)N(C)C